trans-4-(((trans-4-(3-Cyano-4-methoxyphenyl) cyclohexyl)methyl)(4-(2-cyclopropyloxazol-4-yl)pyridine-2-yl)carbamoyl)cyclohexyl methylcarbamate CNC(O[C@@H]1CC[C@H](CC1)C(N(C1=NC=CC(=C1)C=1N=C(OC1)C1CC1)C[C@@H]1CC[C@H](CC1)C1=CC(=C(C=C1)OC)C#N)=O)=O